NC1=NNC2=C1C(N(C=1C(=NC=CC21)OCC2(CC2)S(=O)(=O)C)C)=O 3-amino-5-methyl-6-[(1-methylsulfonylcyclopropyl)methoxy]-1H-pyrazolo[4,3-c][1,7]naphthyridin-4-one